2-chloro-N-phenylacetamide C1=CC=C(C=C1)NC(=O)CCl